dipentaerythritol tetramyristate C(CCCCCCCCCCCCC)(=O)OCC(COC(CCCCCCCCCCCCC)=O)(COCC(COC(CCCCCCCCCCCCC)=O)(COC(CCCCCCCCCCCCC)=O)CO)CO